(1R,3R)-1-[2,6-difluoro-4-[2-[3-(fluoromethyl)azetidin-1-yl]ethoxy]phenyl]-3-methyl-2-(3,3,3-trifluoropropyl)-1,3,4,9-tetrahydropyrido[3,4-b]indole FC1=C(C(=CC(=C1)OCCN1CC(C1)CF)F)[C@H]1N([C@@H](CC2=C1NC1=CC=CC=C21)C)CCC(F)(F)F